CC1(OB(OC1(C)C)C=1C=C(C=CC1)N1C(OCC1)=O)C 3-(3-(4,4,5,5-tetramethyl-1,3,2-dioxaborolan-2-yl)phenyl)oxazolidin-2-one